piperidin-1-yl-2-pyridin-2-yl-4,5,6,7-tetrahydro-2H-indazol-3-ol N1(CCCCC1)C1C2=C(N(N=C2CCC1)C1=NC=CC=C1)O